O=C(NCCOCCOCCOCCOCCOCCOCCC(=O)OC1=C(C(=CC(=C1F)F)F)F)CCC(C(=O)OC(C)(C)C)N1CCN(CCN(CCN(CC1)CC(OC(C)(C)C)=O)CC(OC(C)(C)C)=O)CC(=O)OC(C)(C)C 27-(tert-butyl) 1-(2,3,5,6-tetrafluorophenyl) 23-oxo-26-(4,7,10-tris(2-(tert-butoxy)-2-oxoethyl)-1,4,7,10-tetraazacyclododecan-1-yl)-4,7,10,13,16,19-hexaoxa-22-azaheptacosanedioate